1-(1,3-dimethylbutyl)hydantoin CC(CC(C)C)N1C(=O)NC(=O)C1